7-((R)-2,2-dimethyl-6-(4-(5-(trifluoromethyl)pyrimidin-2-yl)piperazine-1-carbonyl)morpholino)-4-(trifluoromethyl)-2,5,6,7-tetrahydro-3H-cyclopenta[c]pyridazin-3-one CC1(O[C@H](CN(C1)C1CCC=2C1=NNC(C2C(F)(F)F)=O)C(=O)N2CCN(CC2)C2=NC=C(C=N2)C(F)(F)F)C